N-(tert-butoxycarbonyl)-4-(4-bromophenyl)piperidine C(C)(C)(C)OC(=O)N1CCC(CC1)C1=CC=C(C=C1)Br